C[NH+]1C(N(C(CC1)C)C)C 1,2,3,4-tetramethyl-1,4,5,6-tetrahydropyrimidinium